C(C)(C)(C)OC(=O)N1CCC(CC1)(C1=NN=CN1C)F 4-fluoro-4-(4-methyl-4H-1,2,4-triazol-3-yl)piperidine-1-carboxylic acid tert-butyl ester